Dipotassium HydroGenphosphate P(=O)(O)([O-])[O-].[K+].[K+]